ClC1=CC=C(S1)CNC1=CC(=NN1C(=O)C=1N=CSC1)C1CC2CCC(C1)N2S(=O)(=O)C N-[(5-Chlorothiophen-2-yl)methyl]-3-{8-methansulfonyl-8-azabicyclo[3.2.1]octan-3-yl}-1-(1,3-thiazol-4-carbonyl)-1H-pyrazol-5-amin